C(#N)C1=C(C(=CC2=CC=CC=C12)C)C1=C(C=NN1C)C1=CC=C2C(NN=C(C2=C1)CNC(OC(C)(C)C)=O)=O tert-butyl N-[[7-[(1R)-5-(1-cyano-3-methyl-2-naphthyl)-1-methyl-pyrazol-4-yl]-4-oxo-3H-phthalazin-1-yl]methyl]carbamate